Cl.FC1=C(C=CC=C1)N1N=CC(=C1)C1=NC=NC=C1N1CCC(CC1)N 1-(4-(1-(2-fluorophenyl)-1H-pyrazol-4-yl)pyrimidin-5-yl)piperidin-4-amine hydrochloride